C(C=C)(=O)O[C@H]1CC(CCC1)C(C)(C)CC (1R)-3-(tertiary amyl)cyclohexanol acrylate